N-[1,4-bis(3-Chlorophenyl)pyrazol-3-yl]benzenesulfonamide ClC=1C=C(C=CC1)N1N=C(C(=C1)C1=CC(=CC=C1)Cl)NS(=O)(=O)C1=CC=CC=C1